C(C)(C)(C)[S@@](=O)N[C@@H]1C2=CC=CC(=C2CC12CCNCC2)OC (S)-1-(((R)-tert-butylsulfinyl)amino)-4-methoxy-1,3-dihydrospiro[indene-2,4'-piperidine]